2-bromo-3,4-dimethoxy-6-(methylsulfanyl)pyridine BrC1=NC(=CC(=C1OC)OC)SC